5-(cyclohexylmethyl)-2-pyrrolidone C1(CCCCC1)CC1CCC(N1)=O